(E)-2-buten-1-ol C(\C=C\C)O